3-[5-fluoro-2-[4-hydroxy-6-[[(3R)-pyrrolidin-3-yl]methyl]pyrazolo[3,4-d]pyrimidin-1-yl]phenyl]propanoic acid FC=1C=CC(=C(C1)CCC(=O)O)N1N=CC=2C1=NC(=NC2O)C[C@@H]2CNCC2